(E)-2-((4-((6-(4-(2-carboxyethyl)-2,6-dichlorophenoxy)hex-3-en-1-yl)oxy)-3,5-dichlorophenyl)amino)nicotinic acid C(=O)(O)CCC1=CC(=C(OCC/C=C/CCOC2=C(C=C(C=C2Cl)NC2=C(C(=O)O)C=CC=N2)Cl)C(=C1)Cl)Cl